C(C)N1N=C(C=C1C1=NNC(=N1)C1=C2C=NN(C2=CC(=C1)C(=O)O)C)C.C(CCCCCC(=O)O)(=O)O heptanedioic acid 4-[3-(1-ethyl-3-methyl-1H-pyrazol-5-yl)-1H-1,2,4-triazol-5-yl]-1-methyl-1H-indazole-6-carboxylate